C(CO)(=O)SCC(=O)NCCCCCBr S-(2-((5-bromopentyl) amino)-2-oxoethyl) thioglycolate